CC1=CN=C2C(=N1)N(C(C(=C2)N2CCN(CC2)C(=O)OC(C)(C)C)=O)CC2=NC=CC=C2OC(F)(F)F tert-butyl 4-(3-methyl-6-oxo-5-((3-(trifluoromethoxy)pyridin-2-yl)methyl)-5,6-dihydropyrido[2,3-b]pyrazin-7-yl)piperazine-1-carboxylate